NC1=C(C=C2C(=N1)C=C(N2)C(=O)O)C 5-amino-6-methyl-1H-pyrrolo[3,2-b]pyridine-2-carboxylic acid